pyridin-2-yl-piperazine-1-carboxylic acid [3-(4-chloro-benzylcarbamoyl)-thiophen-2-yl]-amide ClC1=CC=C(CNC(=O)C2=C(SC=C2)NC(=O)N2C(CNCC2)C2=NC=CC=C2)C=C1